C(C)(C)(C)OC(=O)[C@H]1[C@@H](C1)NC(=O)OC(C)(C)C (1r,2r)-2-((tert-butoxycarbonyl)amino)cyclopropane-1-carboxylic acid tert-butyl ester